COC=1C=C(C=CC1)C1=CC=CC=C1 3-methoxy[1,1'-biphenyl]